FC1=C(C=CC(=C1)C(F)(F)F)COC1CN(C1)C(=O)N1C[C@@H](CC1)C1=NC=NN1 [3-[[2-Fluoro-4-(trifluoromethyl)phenyl]methoxy]azetidin-1-yl]-[(3R)-3-(1H-1,2,4-triazol-5-yl)pyrrolidin-1-yl]methanone